C(C)OS(=O)(=O)[O-].C(CC)[N+](CC)(C)C propyl-dimethyl-ethyl-ammonium ethyl-sulfate